N2-[(1R,3S)-3-(7-methoxy-[1,2,4]triazolo[4,3-a]pyridin-3-yl)cyclohexyl]-N4-phenyl-5-(trifluoromethyl)pyrimidine-2,4-diamine COC1=CC=2N(C=C1)C(=NN2)[C@@H]2C[C@@H](CCC2)NC2=NC=C(C(=N2)NC2=CC=CC=C2)C(F)(F)F